6-(3-Fluorophenyl)-3-methyl-1-(pyrazin-2-ylmethyl)imidazo[4,5-b]pyridin FC=1C=C(C=CC1)C=1C=C2C(=NC1)N(CN2CC2=NC=CN=C2)C